ethynyl-uridine C(#C)[C@@]1([C@H](O)[C@H](O)[C@@H](CO)O1)N1C(=O)NC(=O)C=C1